[N+](=[N-])=CC(CC[C@@H](C(=O)OC(C)C)NC([C@H](OC)C1=C(C=NC=C1)F)=O)=O isopropyl (S)-6-diazo-2-((R)-2-(3-fluoropyridin-4-yl)-2-methoxyacetamido)-5-oxohexanoate